ClC1=NC=C(C(=N1)C1=C(C(=NS1)C1CCN(CC1)C(=O)OC(C)(C)C)C)Cl tert-butyl 4-(5-(2,5-dichloropyrimidin-4-yl)-4-methylisothiazol-3-yl)piperidine-1-carboxylate